C1(CCCC1)N(CCNC(C1=CN=C(C(=C1)NC1=NN(C2=NC(=NC=C21)NC=2C=NN(C2)C)C)C)=O)CCF N-(2-(cyclopentyl(2-fluoroethyl)amino)ethyl)-6-methyl-5-((1-methyl-6-((1-methyl-1H-pyrazol-4-yl)amino)-1H-pyrazolo[3,4-d]pyrimidin-3-yl)amino)nicotinamide